OC1CC(N(CC1)C1=NN(C(=C1)C)C1CC2(CN(C2)C(=O)OC(C)(C)C)C1)(C)C Tert-butyl 6-(3-(4-hydroxy-2,2-dimethylpiperidin-1-yl)-5-methyl-1H-pyrazol-1-yl)-2-azaspiro[3.3]heptane-2-carboxylate